COC(CC(C1=CC=CC=C1)=O)=O benzoyl-acetic acid methyl ester